CS[As] methyl-thio-arsenic